BrC1=C(C(=CC=C1)Br)CC#N (2,6-dibromophenyl)acetonitrile